5-fluoro-4-(2-(2-methylpyrrolidin-1-yl)pyrimidin-5-yl)thiazoleacetamide FC1=C(N=C(S1)CC(=O)N)C=1C=NC(=NC1)N1C(CCC1)C